2-[[5-[3-[[(4S)-1-[(3-aminophenyl)methylsulfonyl]-2,2-dimethyl-4-piperidyl]amino]-4-fluoro-phenyl]-2-tert-butoxycarbonyl-4-chloro-3-thienyl]oxy]acetic acid NC=1C=C(C=CC1)CS(=O)(=O)N1C(C[C@H](CC1)NC=1C=C(C=CC1F)C1=C(C(=C(S1)C(=O)OC(C)(C)C)OCC(=O)O)Cl)(C)C